[Pt+2].C(C)C1=C2NC(=C1CC)C=C1C(=C(C(=N1)C=C1C(=C(C(N1)=CC=1C(=C(C(N1)=C2)CC)CC)CC)CC)CC)CC 2,3,7,8,12,13,17,18-octaethyl-21H,23H-porphin platinum (II)